anti-choline OCC[N+](C)(C)C